ClC1=CC=2C(=C3N(CCN=C3)C2N=C1OC)C 3-chloro-2-methoxy-5-methyl-8,9-dihydropyrido[3',2':4,5]pyrrolo[1,2-a]pyrazin